(S,E)-methyl 7-(1-(2-(2-adamantyl(methyl)amino)-2-oxoethyl)-2-oxo-1,2-dihydropyridin-3-ylamino)-6-(3-methylbenzofuran-2-carboxamido)-7-oxohept-2-enoate C12C(C3CC(CC(C1)C3)C2)N(C(CN2C(C(=CC=C2)NC([C@H](CC/C=C/C(=O)OC)NC(=O)C=2OC3=C(C2C)C=CC=C3)=O)=O)=O)C